ClC1=C(C(=CC=2NC(=NC21)CC2=CC=C(C=C2)S(=O)(=O)CC)Cl)C2=C(C=CC=C2)C(C)C 4,6-dichloro-2-(4-(ethylsulfonyl)benzyl)-5-(2-isopropylphenyl)-1H-benzo[d]imidazole